(S)-N-({3-[3-fluoro-4-(pyridin-4-yl)phenyl]-2-oxooxazolidin-5-yl}methyl)acetamide FC=1C=C(C=CC1C1=CC=NC=C1)N1C(O[C@H](C1)CNC(C)=O)=O